COC1=CC=C2CC[C@@H](C2=C1)N (S)-6-methoxy-2,3-dihydro-1H-inden-1-amine